CN(CCCNC(=O)C=1C=CC2=C(N(C(=N2)C2=CC(=CC(=C2)OC)F)C2CC(C2)C(NC)=O)C1)C N-(3-(dimethylamino)propyl)-2-(3-fluoro-5-methoxyphenyl)-1-(3-(methylcarbamoyl)cyclobutyl)-1H-benzo[d]imidazole-6-carboxamide